FC1=CC=C2C=C(NC2=C1)C=1C(=NC(=CC1)N1CCCCC1)F 6-Fluoro-2-(2-fluoro-6-(piperidin-1-yl)pyridin-3-yl)-1H-indole